N-ethyl-N-(2'-methylphenyl)-2-butenamide C(C)N(C(C=CC)=O)C1=C(C=CC=C1)C